N-(4-(3-(1-acryloylpiperidin-3-yl)pyridin-4-yl)-2-methylbenzyl)-5-(1-methylcyclopropyl)-1,2,4-oxadiazole-3-carboxamide C(C=C)(=O)N1CC(CCC1)C=1C=NC=CC1C1=CC(=C(CNC(=O)C2=NOC(=N2)C2(CC2)C)C=C1)C